Chloroacetylhydrazine ClCC(=O)NN